C(C)(C)(C)OC(CN1CCN(CCN(CCN(CC1)CC(OC(C)(C)C)=O)CC(OC(C)(C)C)=O)CC(=O)NCC1CCC(CC1)C(=O)O)=O (1r,4r)-4-((2-(4,7,10-Tris(2-(tert-butoxy)-2-oxoethyl)-1,4,7,10-tetraazacyclododecan-1-yl)acetamido)methyl)cyclohexane-1-carboxylic acid